Cl.ClC1=CC=C2C(=CC(=NC2=C1)N(CCN)C)N1C=NC=C1 N1-(7-chloro-4-(1H-imidazol-1-yl)quinolin-2-yl)-N1-methylethane-1,2-diamine hydrochloride